3-(3-Benzyl-3H-imidazo[4,5-b]pyridin-2-yl)-N-((S)-1-phenyl-ethyl)-propionamide C(C1=CC=CC=C1)N1C(=NC=2C1=NC=CC2)CCC(=O)N[C@@H](C)C2=CC=CC=C2